methyl 5,6-diamino-4,7-difluoro-indane-2-carboxylate NC=1C(=C2CC(CC2=C(C1N)F)C(=O)OC)F